N-Butyloxycarbonyl-3-(4-imidazol-1-ylmethylphenyl)-5-iso-butylthiophene-2-sulfonamide C(CCC)OC(=O)NS(=O)(=O)C=1SC(=CC1C1=CC=C(C=C1)CN1C=NC=C1)CC(C)C